[Br-].CCCCCCCCCCCCCCC pentadecan bromide